C(C)(=O)C=1C2=C(C(=NC1)N)C(=NN2[C@@H]2CN(CC2)C(C=C)=O)C#CC2=CC1=C(N(C=N1)C1CC1)C=C2 (S)-1-(3-(7-acetyl-4-amino-3-((1-cyclopropyl-1H-benzo[d]imidazol-5-yl)ethynyl)-1H-pyrazolo[4,3-c]pyridin-1-yl)pyrrolidin-1-yl)prop-2-en-1-one